(cis)-4-(4-chloro-2-oxo-2,3-dihydro-1H-1,3-benzodiazol-1-yl)cyclohexane-1-carboxylic acid ClC1=CC=CC=2N(C(NC21)=O)[C@H]2CC[C@H](CC2)C(=O)O